ethyl 2-oxo-5-phenylcyclohexane-1-carboxylate O=C1C(CC(CC1)C1=CC=CC=C1)C(=O)OCC